O1C(CC2=C1C=CC=C2)\C(\CNC(OC(C)(C)C)=O)=C\F Racemic-(E)-tert-butyl 2-(2,3-dihydrobenzofuran-2-yl)-3-fluoroallylcarbamate